1-(methylsulfonyl)-1,2,3,4-tetrahydroquinolin-8-amine CS(=O)(=O)N1CCCC2=CC=CC(=C12)N